IC1=CC(=C(C(=O)NC2=CC=C3C(=N2)N(N=C3)CC(C(F)(F)F)(F)F)C=C1)N1CCC3(CC3)CC1 4-iodo-N-(1-(2,2,3,3,3-pentafluoropropyl)-1H-pyrazolo[3,4-b]pyridin-6-yl)-2-(6-azaspiro[2.5]octan-6-yl)benzamide